FC1=CN=C2N1C=C(C=C2)C2=CNC=1N=C(N=C(C12)OC)NC1CCC(CC1)NC(C)=O N-((1s,4s)-4-((5-(3-fluoroimidazo[1,2-a]pyridin-6-yl)-4-methoxy-7H-pyrrolo[2,3-d]pyrimidin-2-yl)amino)cyclohexyl)acetamide